1-(1,2-epoxyethyl)acenaphthylene 2-((1R,5R)-1,5-dimethyl-4-methylenecyclopent-2-en-1-yl)ethyl-acetate C[C@]1(C=CC([C@H]1C)=C)CCOC(C)=O.C1(CO1)C1=CC2=CC=CC3=CC=CC1=C23